C1(=CC=CC=C1)P(C1=CN(C=C1P(C1=CC=CC=C1)C1=CC=CC=C1)C(=O)Cl)C1=CC=CC=C1 (3s,4r)-3,4-bis(diphenylphosphino)pyrrole-1-carbonyl chloride